ClC1=CC=C2C(=NC(N(C2=C1)C1=CC=CC=C1)=O)N1CCN(CC1)C 7-chloro-4-(4-methylpiperazin-1-yl)-1-phenyl-quinazolin-2(1H)-one